N-((4,4-difluorohexyl)methyl)-N-methyl-1-((4r,7s)-1-oxa-6-azaspiro[3.5]nonane-7-carbonyl)-4-(trifluoromethyl)piperidine-4-carboxamide FC(CCCCN(C(=O)C1(CCN(CC1)C(=O)[C@H]1NC[C@]2(CCO2)CC1)C(F)(F)F)C)(CC)F